C(C)(=O)OC1=C(C(=CC=2C[C@@H]3CC4=C(C=CC(=C4C(C3=C(C12)OC(C)=O)=O)O)N(C)C)O)C(N)=O (R)-12-Acetoxy-2-carbamoyl-7-(dimethylamino)-3,10-dihydroxy-11-oxo-5a,6-dihydro-5H-naphthacen-1-yl acetate